CC1=NC=C(N=C1)N1N=C(N=C1[C@H](C)NC(C1=CC(=CC(=C1)OC(F)(F)F)S(=O)(=O)C)=O)C1CC1 Methyl-5-(3-Cyclopropyl-5-{(1S)-1-[3-(Methylsulfonyl)-5-(trifluoromethoxy)benzamido]ethyl}-1H-1,2,4-triazol-1-yl)pyrazin